S(=O)(=O)([O-])[O-].[Al+3].BrC1=C(C(=CC2=C1[C@@H]([C@](O2)(C2=CC=CC=C2)CO)OC)F)Cl.S(=O)(=O)([O-])[O-].S(=O)(=O)([O-])[O-].[Al+3] ((2s,3s)-4-bromo-5-chloro-6-fluoro-3-methoxy-2-phenyl-2,3-dihydrobenzofuran-2-yl)methanol Aluminum Sulfate